N-((2-(6-(2-(cyclopropylamino)ethoxy)pyridin-2-yl)-1,6-naphthyridin-7-yl)methyl)-4-methyl-3-(methylsulfonyl)benzamide C1(CC1)NCCOC1=CC=CC(=N1)C1=NC2=CC(=NC=C2C=C1)CNC(C1=CC(=C(C=C1)C)S(=O)(=O)C)=O